FC=1C2=C(N3C1CN(CC3)C(CCOCCC)=O)N=CC(=C2C)C 1-(3-(5-fluoro-3,4-dimethyl-8,9-dihydropyrido[3',2':4,5]pyrrolo[1,2-a]pyrazin-7(6H)-yl)-3-oxopropoxy)propan